CN1N=C2N=CC(=CC2=C1)C=1C=NC2=CC=C(C=C2N1)C(=O)N1CCCCC1 (3-(2-methyl-2H-pyrazolo[3,4-b]pyridin-5-yl)-6-quinoxalinyl)(1-piperidinyl)methanone